C(#N)[C] Cyanocarbon